NCCOCCOCCC(=O)NC=1N(C2=CC=C(C=C2C1)C(=O)NC1=NC=C(C=C1)C)S(=O)(=O)CC1=CC=CC=C1 (3-(2-(2-Aminoethoxy)ethoxy)propionylamino)-N-(5-methylpyridin-2-yl)-1-toluenesulfonyl-1H-indole-5-carboxamide